(2-((1S)-1-((tetrahydro-2H-pyran-2-yl)oxy)ethyl)-1H-imidazol-1-yl)imidazole O1C(CCCC1)O[C@@H](C)C=1N(C=CN1)C=1NC=CN1